N,N-dipropylacrylamide CCCN(CCC)C(=O)C=C